(2-((4-(6-bromopyridin-2-yl)thiazol-2-yl)amino)-2-oxoethyl)carbamic acid tert-butyl ester C(C)(C)(C)OC(NCC(=O)NC=1SC=C(N1)C1=NC(=CC=C1)Br)=O